4-mercaptopyrimidine SC1=NC=NC=C1